1-bromo-8,8-dimethyl-19-(2-octylcyclopropyl)-10-pentadecyl-7,9,11-trioxa-8-silanonadecane BrCCCCCCO[Si](OC(OCCCCCCCCC1C(C1)CCCCCCCC)CCCCCCCCCCCCCCC)(C)C